1,3-dioxanate O1C(OCCC1)C(=O)[O-]